C(CCCCCCCCCCCCC)(=O)N[C@@H](CC1=CNC=N1)C(=O)O N-myristoyl-histidine